4-methyl-pyridine oxo-2H-chromen-7-yl-2-bromoacetate O=C1OC2=CC(=CC=C2C=C1)C(C(=O)O)Br.CC1=CC=NC=C1